1,3-dichlorocyclobutane ClC1CC(C1)Cl